4-(4-fluoropiperidin-1-yl)-N-(quinolin-8-yl)picolinamide FC1CCN(CC1)C1=CC(=NC=C1)C(=O)NC=1C=CC=C2C=CC=NC12